C(C)N(C(C1=C(C=CC(=C1)F)OC=1C(=NC=NC1)N1CC2(C1)CCN(CC2)C[C@H]2OC[C@@H](CC2)NS(=O)(=O)C2=CC(=CC=C2)C)=O)C(C)C N-ethyl-5-fluoro-N-isopropyl-2-((4-(7-(((2S,5R)-5-((3-methylphenyl)sulfonamido)tetrahydro-2H-pyran-2-yl)methyl)-2,7-diazaspiro[3.5]nonan-2-yl)pyrimidin-5-yl)oxy)benzamide